[O].C(C)(C)(C)[Si](C)C (tert-butyl-dimethyl-silicon) oxygen